C(C)OC(=O)C=1N=C(N(C(C1OC)=O)C)C(C(C1=CC=CC=C1)C1=C(C=CC=C1)C#N)C 2-[1-(2-cyanophenyl)-1-phenylpropan-2-yl]-5-methoxy-1-methyl-6-oxopyrimidine-4-carboxylic acid ethyl ester